C1(CC1)NC(=O)C=1C=2C=CC(=NC2C=CC1F)C1=CNC2=C(C(=C(C=C12)F)F)F N-Cyclopropyl-6-fluoro-2-(5,6,7-trifluoro-1H-indol-3-yl)quinoline-5-carboxamide